FC1=C(C=C(C=C1)N(C(=O)C1=CC2=C(N=CN2C=2C=NC(=CC2)NC(=O)C=2N(N=CC2)C)C(=C1)C)C)OC N-(4-fluoro-3-methoxy-phenyl)-N,7-dimethyl-3-[6-[(2-methylpyrazole-3-carbonyl)amino]-3-pyridyl]benzimidazole-5-carboxamide